[Na].C[AsH2] methyl-arsine sodium